C(#N)CCS(=O)(=O)NC1CC=C(CC1)C1=C2C(=NC(=C1)NC(=O)C1CC1)NC=C2 N-(4-(4-((2-cyanoethyl)sulfonamido)cyclohex-1-en-1-yl)-1H-pyrrolo[2,3-b]pyridin-6-yl)cyclopropylcarboxamide